4-({5-[1-methyl-3-(trifluoromethyl)-1H-pyrazol-5-yl]thiophen-2-yl}methyl)-2,4-dihydro-3H-1,2,4-triazol-3-one CN1N=C(C=C1C1=CC=C(S1)CN1C(NN=C1)=O)C(F)(F)F